N1(CCCCC1)CC=O 2-(piperidin-1-yl)ethanone